1-(4-(6-chloro-7-(3-ethylphenyl)quinazolin-4-yl)piperazin-1-yl)prop-2-en-1-one ClC=1C=C2C(=NC=NC2=CC1C1=CC(=CC=C1)CC)N1CCN(CC1)C(C=C)=O